C1(CCC1)C=1C(=NN(C1NC(=O)[C@@H]1C(C1)(F)F)C)C1=CC(=CC=C1)F (R)-N-(4-cyclobutyl-3-(3-fluorophenyl)-1-methyl-1H-pyrazol-5-yl)-2,2-difluorocyclopropane-1-carboxamide